1,1,3-trimethyl-3-(4-(2-hydroxy-2-methyl-1-oxopropyl)phenyl)-1H-indene CC1(CC(C2=CC=CC=C12)(C1=CC=C(C=C1)C(C(C)(C)O)=O)C)C